5-bromo-1-cyclopropylpyridin-2-one BrC=1C=CC(N(C1)C1CC1)=O